P1(=O)(OC2=C(C=C(C=C2C(C)(C)CC)C(C)(C)CC)CCC2=C(C(=CC(=C2)C(C)(C)CC)C(C)(C)CC)O1)[O-].[Li+] lithium 2,2'-ethylenebis(4,6-di-tert-amylphenyl) phosphate